C(C)(=O)N1CCC(CC1)COC1=NC=CC2=CC(=C(C=C12)OC(C)C)C(=O)N 1-[(1-acetylpiperidin-4-yl)methoxy]-7-(prop-2-yloxy)isoquinoline-6-carboxamide